bis(2,3,5,6-tetrafluoro-4-methylphenyl)fluoroborane FC1=C(C(=C(C(=C1F)C)F)F)B(F)C1=C(C(=C(C(=C1F)F)C)F)F